(((((1R,2S,5R)-2-carbamoyl-7-oxo-1,6-diazabicyclo[3.2.1]oct-6-yl) oxy) sulfonyl) oxy)-4,4-dimethylhexyl valerate C(CCCC)(=O)OC(CCC(CC)(C)C)OS(=O)(=O)ON1[C@@H]2CC[C@H](N(C1=O)C2)C(N)=O